FC1=C(C(=C(C(=C1F)F)F)F)S(=O)(=O)[O-] perfluorobenzenesulfonate